NC1=NC=C(C=C1C=1C(=NC=CC1)F)C(=O)N[C@@H]1[C@H](CCC1)OCC1=CC=C(C=C1)C=1C=C2CC[C@@H](C2=CC1)N1CCN(CC1)C[C@H](CO)O amino-N-[(1S,2S)-2-({4-[(1S)-1-{4-[(2R)-2,3-dihydroxypropyl]piperazin-1-yl}-2,3-dihydro-1H-inden-5-yl]phenyl}methoxy)cyclopentyl]-2'-fluoro[3,3'-bipyridine]-5-carboxamide